tert-butyl 1-(((tert-butyldimethylsilyl)oxy)methyl)-4-((4-methoxyphenyl)ethynyl)-7-azabicyclo[2.2.1]heptane-7-carboxylate [Si](C)(C)(C(C)(C)C)OCC12CCC(CC1)(N2C(=O)OC(C)(C)C)C#CC2=CC=C(C=C2)OC